C1(NC=CC2=CC=CC=C12)=O 1,2-dihydroisoquinolin-1-one